1-(1-(2-(2-cyano-6-fluorophenyl)-5-oxo-6,7-dihydro-5H-pyrrolo[3,4-b]pyridin-4-yl)-1H-pyrazol-3-yl)-3-hydroxypiperidine-4-carbonitrile C(#N)C1=C(C(=CC=C1)F)C1=CC(=C2C(=N1)CNC2=O)N2N=C(C=C2)N2CC(C(CC2)C#N)O